3-fluoro-5-(trifluoromethyl)benzyl alcohol FC=1C=C(CO)C=C(C1)C(F)(F)F